CC1=NC(=CC(=C1)C=1NC2=CC=C(C=C2C1C(C)C)C1CCNCC1)C 2-(2,6-dimethylpyridin-4-yl)-3-isopropyl-5-(piperidin-4-yl)-1H-indole